1-[Rac-(5s,7s)-7-fluoro-5-phenyl-6,7-dihydro-5H-pyrrolo[1,2-b][1,2,4]triazol-2-yl]pyrazolo[3,4-c]pyridine F[C@H]1C[C@H](N2N=C(N=C21)N2N=CC=1C2=CN=CC1)C1=CC=CC=C1 |r|